CC1=C(C=CC=C1)C=1OCCN1 2-methyl-phenyl-4,5-dihydrooxazole